5-nitrothiophene-2-carboxylate [N+](=O)([O-])C1=CC=C(S1)C(=O)[O-]